S1C=NC2=C1C=C(C=C2)N2N=C1C(=C(C2=O)C2=CC=C(C=C2)Br)N=C(C=C1)OC(C)C 2-(Benzo[d]thiazol-6-yl)-4-(4-bromophenyl)-6-isopropoxypyrido[3,2-c]pyridazin-3(2H)-one